C(C)C1=C(C=CC(=C1)F)N1CN(C(C2=CC=C(C=C12)C(F)(F)F)=O)C=1C=NC(=CC1)OC 1-(2-ethyl-4-fluorophenyl)-3-(6-methoxypyridin-3-yl)-7-(trifluoromethyl)-2,3-dihydroquinazolin-4(1H)-one